C(C)(C)(C)C=1C=C(C=C(C1O)C(C)(C)C)C(C(=O)OCCCCCCCCCCC(C)C)C isotridecyl 3,5-di-t-butyl-4-hydroxyphenylpropionate